C1(=CC=CC=C1)NC(=O)C N-phenyl(methylcarboxamide)